O(C)C(C(=O)O)CC=O methoxyl-4-oxo-butanoic acid